2-amino-6-borono-2-((R)-1-(4-chlorophenyl)-5-oxopyrrolidin-3-yl)hexanoic acid NC(C(=O)O)(CCCCB(O)O)[C@H]1CN(C(C1)=O)C1=CC=C(C=C1)Cl